3-Methyl-5-trifluoromethyl-isoxazole-4-carboxylic acid [5-(1-methyl-2-oxo-1,2,3,4-tetrahydro-quinolin-6-yl)-pyridin-3-ylmethyl]-amide CN1C(CCC2=CC(=CC=C12)C=1C=C(C=NC1)CNC(=O)C=1C(=NOC1C(F)(F)F)C)=O